tetra-allyl-ammonium bromide [Br-].C(C=C)[N+](CC=C)(CC=C)CC=C